COC=1C=C(C=CC1C=1C=NN(C1)C)C1=NC(=NO1)[C@H]1CN(CC1)C#N (R)-3-(5-(3-methoxy-4-(1-methyl-1H-pyrazol-4-yl)phenyl)-1,2,4-oxadiazol-3-yl)pyrrolidine-1-carbonitrile